CC(C)(COP(=O)(O)OP(=O)(O)OC[C@@H]1[C@H]([C@H]([C@@H](O1)N2C=NC3=C(N=CN=C32)N)O)OP(=O)(O)O)[C@H](C(=O)NCCC(=O)NCCSC(=O)CC(=O)C4=CC=CC=C4)O The molecule is an acyl-CoA that results from the formal condensation of the thiol group of coenzyme A with the carboxy group of benzoylacetic acid. It has a role as a metabolite and a mouse metabolite. It derives from a 3-oxo-3-phenylpropionic acid.